(R)-N-(4-fluoro-2-(4-methylpiperazin-1-yl)-5-(5-(((tetrahydrofuran-3-yl)amino)methyl)pyridin-3-yl)phenyl)-6-oxo-4-(trifluoromethyl)-1,6-dihydropyridine-3-carboxamide FC1=CC(=C(C=C1C=1C=NC=C(C1)CN[C@H]1COCC1)NC(=O)C1=CNC(C=C1C(F)(F)F)=O)N1CCN(CC1)C